C(C)(C)(C)OC(=O)N(C(OC(C)(C)C)=O)C1=NC(=C(C=C1)C=1C(=NN(C1C)COCC[Si](C)(C)C)C)C(F)F tert-butyl N-tert-butoxycarbonyl-N-[6-(difluoromethyl)-5-[3,5-dimethyl-1-(2-trimethylsilylethoxymethyl)pyrazol-4-yl]-2-pyridyl]carbamate